N-[(3,4-difluorophenyl)methyl]-1-methylpiperidin-4-amine FC=1C=C(C=CC1F)CNC1CCN(CC1)C